(R)-1-(2-chlorophenyl)-4-((1-hydroxypropan-2-yl)amino)-2-oxo-7-(trifluoromethyl)-1,2-dihydro-1,8-naphthyridine-3-carbonitrile ClC1=C(C=CC=C1)N1C(C(=C(C2=CC=C(N=C12)C(F)(F)F)N[C@@H](CO)C)C#N)=O